C=1(C(=CC(=C(C1)C(=O)[O-])C(=O)[O-])C(=O)[O-])C(=O)[O-] 1,2,4,5-benzene-tetra-carboxylate